ClC=1C(=C(C=CC1)NC1=C(NC2=C1C(NCC2)=O)C2=C(C=NC=C2)OC[C@@H]2N([C@@H](CC2)C)C(=O)OC(C)(C)C)OC tert-butyl (2R,5R)-2-{[(4-{3-[(3-chloro-2-methoxyphenyl)amino]-4-oxo-1H,5H,6H,7H-pyrrolo[3,2-c]pyridin-2-yl}pyridin-3-yl)oxy]methyl}-5-methylpyrrolidine-1-carboxylate